pyrazolo[5,1-c][1,4]oxazine-3-carboxylic acid N1C=C(C2=COC=CN21)C(=O)O